N[C@H](CO)C1CC(N(C1)C(=O)[O-])=O 4-((s)-1-amino-2-hydroxyethyl)-2-oxopyrrolidine-1-carboxylate